(S)-6-(1'-amino-1'H,3'H-spiro[piperidine-4,2'-pyrrolizin]-1-yl)-3-(2,3-dichlorophenyl)-2-methylpyrimidin-4(3H)-one N[C@H]1C2(CN3C=CC=C13)CCN(CC2)C2=CC(N(C(=N2)C)C2=C(C(=CC=C2)Cl)Cl)=O